BrC1=CC=C(C=C1)C1=NC(=NC(=N1)C1=CC=CC=C1)C=1C=C(C=CC1)N1C2=CC=CC=C2C=2C=CC=CC12 9-(3-(4-(4-bromophenyl)-6-phenyl-1,3,5-triazine-2-yl)phenyl)-9H-carbazole